benzylspiro[indoline-2,4'-piperidin]-3-one C(C1=CC=CC=C1)N1CCC2(CC1)NC1=CC=CC=C1C2=O